2-acetamido-2-(4-(ethylsulfonyl)phenyl)-N-(4-(6-methyl-1-pentyl-1H-benzo[d]imidazol-2-yl)phenyl)acetamide 2,2'-Azinobis-(3-ethylbenzthiazoline-6-sulphonate) N(N=C1SC2=C(N1CC)C=CC(=C2)S(=O)(=O)O)=C2SC1=C(N2CC)C=CC(=C1)S(=O)(=O)O.C(C)(=O)NC(C(=O)NC1=CC=C(C=C1)C1=NC2=C(N1CCCCC)C=C(C=C2)C)C2=CC=C(C=C2)S(=O)(=O)CC